BrC1=CC2=C(OC3(CC3)CN2)N=C1 7-bromospiro[1,2-dihydropyrido[2,3-b][1,4]oxazine-3,1-cyclopropane]